N-(2-hydroxyethyl)-4-(2-(4-(methylsulfonyl)phenyl)furo[3,2-b]pyridin-7-yl)picolinamide OCCNC(C1=NC=CC(=C1)C1=C2C(=NC=C1)C=C(O2)C2=CC=C(C=C2)S(=O)(=O)C)=O